C(C)(C)N1C(N(C2=C1C=C(C=C2)N2CCC(CC2)CC2CCN(CC2)CC2CCNCC2)C2C(NC(CC2)=O)=O)=O 3-[3-isopropyl-2-oxo-5-[4-[[1-(4-piperidylmethyl)-4-piperidyl]methyl]-1-piperidyl]benzimidazol-1-yl]piperidine-2,6-dione